O=S1(CC(C1)C(=O)NC1=CNC2=CC=C(C=C12)C=1C=NN(C1)C1=CC=C(C=C1)C(F)(F)F)=O 1,1-dioxo-N-(5-{1-[4-(trifluoromethyl)phenyl]-1H-pyrazol-4-yl}-1H-indol-3-yl)-1λ6-thietane-3-carboxamide